5-((1H-pyrazol-1-yl)methyl)-7-fluorochromene-8-carbonitrile N1(N=CC=C1)CC1=C2C=CCOC2=C(C(=C1)F)C#N